N-(cyclohexylmethyl)-5-methoxy-7-(5-methoxypyridin-3-yl)-N-(3-(methylamino)-3-oxopropyl)benzo[b]thiophene-2-carboxamide C1(CCCCC1)CN(C(=O)C1=CC2=C(S1)C(=CC(=C2)OC)C=2C=NC=C(C2)OC)CCC(=O)NC